CC(CNCC=1NC2=CC(=CC=C2C1)CNC(=O)C=1N=C2N(C(C1)=O)C=CC=C2)(C)C N-[[2-[(2,2-dimethylpropylamino)methyl]-1H-indol-6-yl]methyl]-4-oxo-pyrido[1,2-a]pyrimidine-2-carboxamide